FC(C(F)(F)OCC(F)F)(F)F 2,2-difluoroethyl 1,1,1,2,2-pentafluoroethyl ether